COC=1C(=CC2=CC=CC=C2C1)N1CCNCC1 1-(3-methoxynaphthalen-2-yl)piperazine